[Na+].C1(O)=C(O)C(=CC(=C1)S(=O)(=O)[O-])S(=O)(=O)[O-].[Na+] catechol-3,5-disulfonic acid sodium salt